CC1=C(C=CC=C1C)C1(CCN(CC1)C(CN1N=C(C2=C1C[C@@H]1[C@H]2C1)C(=O)N1CCC(CC1)NC(C)=O)=O)F N-(1-((3bR,4aR)-1-(2-(4-(2,3-Dimethylphenyl)-4-fluoropiperidin-1-yl)-2-oxoethyl)-3b,4,4a,5-tetrahydro-1H-cyclopropa[3,4]cyclopenta[1,2-c]pyrazol-3-carbonyl)piperidin-4-yl)acetamid